3-(N,N-Bis(4-methoxybenzyl)sulfamoyl)-1-isopropyl-1H-pyrazole-5-carboxylic Acid, Sodium Salt [Na+].COC1=CC=C(CN(S(=O)(=O)C2=NN(C(=C2)C(=O)[O-])C(C)C)CC2=CC=C(C=C2)OC)C=C1